ClC1=NC=CC2=CC(=CC=C12)Cl 1,6-dichloro-isoquinoline